C1(CC1)NCC1CN(C1)C(=O)OC(C)(C)C Tert-Butyl 3-((cyclopropylamino)methyl)azetidine-1-carboxylate